FC1=CC(=C(C=C1)C=1C2=C(C(=NC1C1=NN3C(CNCC3)=C1)N1N=CC(=C1)C)C=CS2)OC(C)C 7-(4-fluoro-2-isopropoxyphenyl)-4-(4-methyl-1H-pyrazol-1-yl)-6-(4,5,6,7-tetrahydropyrazolo[1,5-a]pyrazin-2-yl)thieno[3,2-c]pyridine